2'-isothiocyanato-6',7'-dihydro-5'H-spiro[cyclopropane-1,4'-pyrazolo[1,5-a]pyridine] N(=C=S)C1=NN2C(C3(CCC2)CC3)=C1